C(C)(C)(C)OC(=O)N1CCC(CC1)(O)C1=NC(=CC=C1)C(C)(C)C 4-(6-(tert-butyl)pyridin-2-yl)-4-hydroxypiperidine-1-carboxylic acid tert-butyl ester